BrCCOC1=CC2=C(N(C=N2)C2CC(C2)(O)C)C(=C1)C(F)(F)F (cis)-3-[5-(2-bromoethoxy)-7-(trifluoromethyl)-1H-1,3-benzodiazol-1-yl]-1-methylcyclobutan-1-ol